ClC1=C(C=CC=C1F)[C@@H]1N(OCC1)C1=CC(=NC=N1)NC=1C(=CC(=C(C1)NC(C=C)=O)N1CCC(CC1)N1CC2CCC(C1)N2C2CC2)OC N-(5-((6-((R)-3-(2-chloro-3-fluorophenyl)-isoxazolidine-2-yl)pyrimidine-4-yl)amino)-2-(4-(8-cyclopropyl-3,8-diazabicyclo[3.2.1]octan-3-yl)piperidine-1-yl)-4-methoxyphenyl)acrylamide